(pyrazolo[1,5-a]pyrimidin-3-yl)-1H-pyrazolo[4,3-b]pyridine N1=CC(=C2N1C=CC=N2)N2N=CC1=NC=CC=C12